E-11-tetradecenyl acetate C(C)(=O)OCCCCCCCCCC\C=C\CC